BrC=1C=C(C=CC1)CN[C@H](C(=O)N1[C@@H](C[C@H](C1)O)C(=O)NCC1=CC=C(C=C1)C1=C(N=CS1)C)C(C)(C)C (2S,4R)-1-[(2S)-2-[[(3-bromophenyl)methyl]amino]-3,3-dimethylbutyryl]-4-hydroxy-N-[[4-(4-methyl-1,3-thiazol-5-yl)phenyl]methyl]pyrrolidine-2-carboxamide